(3R,5R)-5-(1-(tert-butyl)-5-(1-methyl-3-(2,2,2-trifluoroethoxy)-1H-pyrazole-5-carboxamido)-1H-pyrazol-3-yl)tetrahydrofuran-3-yl (1-methylcyclopropyl)carbamate CC1(CC1)NC(O[C@H]1CO[C@H](C1)C1=NN(C(=C1)NC(=O)C1=CC(=NN1C)OCC(F)(F)F)C(C)(C)C)=O